CC1=CC=C(C=C1)S(=O)(=O)O.ClC1=C(OC2CC3(CNC3)C2)C=CC(=C1)F 6-(2-chloro-4-fluorophenoxy)-2-azaspiro[3.3]heptane 4-methylbenzenesulfonate